FC=1C=CC(=C(C1)S(=O)(=O)[N-]C1=CC=2C(NCCOC2N=C1)=O)OC (5-fluoro-2-methoxyphenylsulfonyl)(5-oxo-2,3,4,5-tetrahydropyrido[3,2-f][1,4]oxazepin-7-yl)azanide